ClC1=C(C=C(C=C1)C1=CC(=CC=2CNS(OC21)(=O)=O)F)F 8-(4-chloro-3-fluorophenyl)-6-fluoro-3,4-dihydrobenzo[e][1,2,3]oxathiazine 2,2-dioxide